(S)-quinuclidin-3-yl (5-(4-(difluoromethoxy)phenyl)-2,3-dihydro-1H-inden-1-yl)carbamat FC(OC1=CC=C(C=C1)C=1C=C2CCC(C2=CC1)NC(O[C@@H]1CN2CCC1CC2)=O)F